O[C@@H]1[C@@H](CCC12CCN(CC2)C(=O)OC(C)(C)C)[C@@H]2N1C(C3=CC=CC=C23)=CN=C1 tert-butyl (1R,2S)-1-hydroxy-2-((S)-5H-imidazo[5,1-a]isoindol-5-yl)-8-azaspiro[4.5]decane-8-carboxylate